N1(N=CC=2C1=CN=CC2)C2=C(C#N)C=CC=C2 2-(1H-pyrazolo[3,4-c]pyridin-1-yl)benzonitrile